sodium hydroxide salt [OH-].[Na+]